3-(4,4,5,5-tetramethyl-1,3,2-dioxaborolan-2-yl)phenanthridine CC1(OB(OC1(C)C)C=1C=CC2=C3C=CC=CC3=CN=C2C1)C